Cl.Cl.CNC(=O)C1=CC2=C(N(C(C(N2C)=O)=O)C2CCNCC2)N=C1 N,1-dimethyl-2,3-diketo-4-(piperidin-4-yl)-1,2,3,4-tetrahydropyrido[2,3-b]pyrazine-7-carboxamide dihydrochloride